CN(S(=O)(=O)C1=CC=C(C=C1)S(=O)(=O)NC=1C=CC=2N(C1N1CCCCC1)N=CC2)C N1,N1-dimethyl-N4-[7-(piperidin-1-yl)pyrazolo[1,5-a]Pyridin-6-yl]Benzene-1,4-disulfonamide